CN(C1=NC=2N(C=C1)C=C(N2)C2=C(C=C(C=C2)N2N=CC=N2)O)C2CC(NC(C2)(C)C)(C)C 2-(7-(methyl(2,2,6,6-tetramethylpiperidin-4-yl)amino)imidazo[1,2-a]pyrimidin-2-yl)-5-(2H-1,2,3-triazol-2-yl)phenol